3-(3-Fluorophenyl)-5-methyl-4H-isoxazole FC=1C=C(C=CC1)C1=NOC(C1)C